ClC1=C(\C=N\O[C@@H](C(=O)OCC)C)C=C(C(=C1)F)N1C(N(C(=CC1=O)C(F)(F)F)C)=O ethyl (2R)-2-{[(E)-{2-chloro-4-fluoro-5-[3-methyl-2,6-dioxo-4-(trifluoromethyl)-3,6-dihydropyrimidin-1(2H)-yl]benzylidene} amino]oxy}propanoate